COC1=CC=C(C=C1)C1=C(N=CO1)C(C(C)NNC(NCC)=S)NNC(NCC)=S 2,2'-(1-(5-(4-methoxyphenyl)oxazol-4-yl)propane-1,2-diyl)bis(N-ethylhydrazine-1-thiocarboxamide)